5-chloro-4-fluoro-3-isopropyl-1-((2-(trimethylsilyl)ethoxy)methyl)-1H-pyrrolo[2,3-c]Pyridine ClC=1C(=C2C(=CN1)N(C=C2C(C)C)COCC[Si](C)(C)C)F